OCCC1=C(C#N)C=CC=C1 2-(2-hydroxyethyl)benzonitrile